COC(C1=CN=C(C=C1)COC=1SC(=NN1)N)=O 6-(((5-amino-1,3,4-thiadiazol-2-yl)oxy)methyl)nicotinic acid methyl ester